4-(1-Ethyl)propoxy-6-isopropoxyindole-2-carboxylic acid C(C)CCCOC1=C2C=C(NC2=CC(=C1)OC(C)C)C(=O)O